FC1=C(C=CC(=C1)F)C1=CC(=CC=C1)[C@H](CC(=O)OCC)NC(=O)NC1=C(C2=C(N(C1=O)C)C=CS2)O ethyl (S)-3-(2',4'-difluorobiphenyl-3-yl)-3-(3-(7-hydroxy-4-methyl-5-oxo-4,5-dihydrothieno[3,2-b]pyridin-6-yl)ureido)propanoate